5-bromo-6-cyclobutoxy-2-(1-methyl-2-oxabicyclo[2.2.1]hept-4-yl)-2H-pyrazolo[3,4-b]pyridine BrC1=CC=2C(N=C1OC1CCC1)=NN(C2)C21COC(CC2)(C1)C